methyl 2-[3-({6-[cis-octahydropyrrolo[3,4-c]pyrrol-2-yl]-3-cyano-4-(trifluoromethyl)pyridin-2-yl}amino)-4-(methylsulfanyl)phenyl]acetate C1N(C[C@@H]2[C@H]1CNC2)C2=CC(=C(C(=N2)NC=2C=C(C=CC2SC)CC(=O)OC)C#N)C(F)(F)F